FC=1C=C(C=CC1N1CC2C(C1)CCC2)NC2=NC=C(C(=N2)N2CCC1(CCNC1=O)CC2)C 8-(2-((3-fluoro-4-(hexahydrocyclopenta[c]pyrrol-2(1H)-yl)phenyl)amino)-5-methylpyrimidin-4-yl)-2,8-diazaspiro[4.5]decan-1-one